ClC1=C(C(=O)NC2=NN=NN2C2=CC=CC=C2)C=CC(=C1C(=O)N(C)OC)S(=O)(=O)C 2-chloro-N3-methoxy-N3-methyl-4-(methylsulfonyl)-N1-(1-phenyl-1H-tetrazol-5-yl)isophthalamide